(E)-N-(4-((3-chloro-4-(pyridin-2-ylmethoxy)phenyl)amino)-3-cyano-7-ethoxyquinolin-6-yl)-4-(dimethylamino)but-2-enamide maleate C(\C=C/C(=O)O)(=O)O.ClC=1C=C(C=CC1OCC1=NC=CC=C1)NC1=C(C=NC2=CC(=C(C=C12)NC(\C=C\CN(C)C)=O)OCC)C#N